ClC=1C=C2C(=NC=NC2=C(C1C1=C(C=CC=C1)F)F)N1CCC(CC1)NC=1OCCN1 N-(1-(6-chloro-8-fluoro-7-(2-fluorophenyl)quinazolin-4-yl)piperidin-4-yl)-4,5-dihydrooxazol-2-amine